(-)-dipentyl-L-tartaric acid C(CCCC)[C@]([C@](C(=O)O)(O)CCCCC)(O)C(=O)O